2-(1-(but-2-enoyl)-4-(7-(3,4-dihydroquinolin-1(2H)-yl)-2-((1-methylpyrrolidin-2-yl)methoxy)-5,6,7,8-tetrahydroquinazolin-4-yl)piperazin-2-yl)acetonitrile C(C=CC)(=O)N1C(CN(CC1)C1=NC(=NC=2CC(CCC12)N1CCCC2=CC=CC=C12)OCC1N(CCC1)C)CC#N